2-Fluoro-N-methyl-1'-((3-methyl-2-oxo-1,5,7,8-tetrahydro-2H-pyrano[4,3-b]pyridin-7-yl)methyl)-1',2',3',6'-tetrahydro-[3,4'-bipyridine]-6-carboxamide FC1=NC(=CC=C1C=1CCN(CC1)CC1CC=2NC(C(=CC2CO1)C)=O)C(=O)NC